OCCN(C1=CC=C(C=C1)N=NC1=CC=C(C=C1)[N+](=O)[O-])CCO 1-[di-(2-hydroxyethyl)amino]-4-[(4-nitrophenyl)azo]benzene